gamma-benzyl-N-t-butoxycarbonyl-L-glutamic acid C(C1=CC=CC=C1)C(C[C@H](NC(=O)OC(C)(C)C)C(=O)O)C(=O)O